N-(4-fluoro-3-methoxy-phenyl)-3-iodo-N-(methoxymethyl)-8-methyl-imidazo[1,2-a]pyrazine-6-carboxamide FC1=C(C=C(C=C1)N(C(=O)C=1N=C(C=2N(C1)C(=CN2)I)C)COC)OC